OCC=1CCC(C(C1)C=1C(=CC(=CC1O)CCCCC)O)C(=C)C 5'-(hydroxymethyl)-4-pentyl-2'-(prop-1-en-2-yl)-1',2',3',4'-tetrahydro-[1,1'-biphenyl]-2,6-diol